3-chloro-N-(3-(cyclopentylsulfonyl)phenyl)-5-((1-(hydroxymethyl)cyclopropyl)amino)pyrazine-2-carboxamide ClC=1C(=NC=C(N1)NC1(CC1)CO)C(=O)NC1=CC(=CC=C1)S(=O)(=O)C1CCCC1